ClCCN1N=C(C=C1)C(C)(C)NC1=NC(=NC(=N1)C1=CC=C2C=NN(C2=C1)C1OCCCC1)N N4-[1-[1-(2-chloroethyl)pyrazol-3-yl]-1-methyl-ethyl]-6-(1-tetrahydropyran-2-yl-indazol-6-yl)-1,3,5-triazine-2,4-diamine